C1(CCCC1)N1C(C(=CC2=C1N=C(N=C2)NC=2C(=NN(C2)C2CCNCC2)C)C#N)=O 8-cyclopentyl-2-((3-methyl-1-(piperidin-4-yl)-1H-pyrazol-4-yl)amino)-7-oxo-7,8-dihydropyrido[2,3-d]pyrimidine-6-carbonitrile